COC1=CC=C2C(=N1)C(=CN2)CCNC(OC(C)(C)C)=O tert-butyl (2-(5-methoxy-1H-pyrrolo[3,2-b]pyridin-3-yl)ethyl)carbamate